2-[4-(5-Cyano-2-pyridinyl)piperazine-1-carbonyl]-2-methylmorpholine-4-carboxylic acid tert-butyl ester C(C)(C)(C)OC(=O)N1CC(OCC1)(C)C(=O)N1CCN(CC1)C1=NC=C(C=C1)C#N